2-methyl-2-[2-chloro-4-(4-chlorophenoxy)phenyl]-4-n-propyl-1,3-dioxolane CC1(OCC(O1)CCC)C1=C(C=C(C=C1)OC1=CC=C(C=C1)Cl)Cl